C1=CC=CC=2C3=CC=CC=C3N(C12)C1=C(C(=C(C=C1)N(C1=CC=CC=C1)C1=CC=CC=C1)N1C2=CC=CC=C2C=2C=CC=CC12)N1C2=CC=CC=C2C=2C=CC=CC12 tri-9-carbazolyltriphenylamine